C1(=CC=CC=C1)C(CCCP(Br)Br)(C1=CC=CC=C1)C1=CC=CC=C1 Triphenylbutyl-Phosphorus Bromide